(3'R,4'S,5'R)-6''-chloro-4'-(2-chloro-3-fluoropyridin-4-yl)-4,4-dimethyl-2''-oxo-N-(piperidin-4-yl)dispiro[cyclohexane-1,2'-pyrrolidine-3',3''-indoline]-5'-carboxamide ClC1=CC=C2[C@@]3(C(NC2=C1)=O)C1(N[C@H]([C@@H]3C3=C(C(=NC=C3)Cl)F)C(=O)NC3CCNCC3)CCC(CC1)(C)C